3,8-dihydroxy-6H-benzo[c]chromen-6-one OC1=CC=C2C3=C(C(OC2=C1)=O)C=C(C=C3)O